BrC=1C(=C(C=2C(C3=CC=CC=C3C(C2C1)=O)=O)C1=CC=CC2=CC3=CC=CC=C3C=C12)Br dibromo-anthryl-anthraquinone